(2R,4S)-N-((S)-1-((5-chloro-2-hydroxy-3-methylbenzyl)amino)-1-oxopropan-2-yl)-4-(naphthalen-2-ylmethyl)pyrrolidine-2-carboxamide ClC=1C=C(C(=C(CNC([C@H](C)NC(=O)[C@@H]2NC[C@H](C2)CC2=CC3=CC=CC=C3C=C2)=O)C1)O)C